2,4-dichloro-6-(4-(trifluoromethyl)pyrimidin-2-yl)-1,3,5-triazine ClC1=NC(=NC(=N1)Cl)C1=NC=CC(=N1)C(F)(F)F